[4-cyano-3-[1-[(2,4-dimethoxyphenyl)methylamino]-4-methylphthalazin-6-yl]-5-fluorophenyl]boronic acid C(#N)C1=C(C=C(C=C1F)B(O)O)C=1C=C2C(=NN=C(C2=CC1)NCC1=C(C=C(C=C1)OC)OC)C